3-{4-[2-(4-hydroxy-3-methoxyphenyl)acetamido]pyridin-2-yl}phenyl 2-methylpropanoate hydrochloride Cl.CC(C(=O)OC1=CC(=CC=C1)C1=NC=CC(=C1)NC(CC1=CC(=C(C=C1)O)OC)=O)C